Cl.CC(C(=O)O)C 2-methylpropanoic acid hydrochloride